1-Cyclopropyl-5-oxopyrrolidin C1(CC1)N1CCCC1=O